[N+](=O)([O-])C1=C(C=NC=C1)C(CC(C(=O)OCC)=O)=O ethyl 4-(4-nitropyridin-3-yl)-2,4-dioxobutanoate